ClC=1C=C(C(=NC1)N(C(C(=CO)NC(C1=CC=CC=C1)(C1=CC=CC=C1)C1=CC=CC=C1)=O)C)F (S)-N-(5-chloro-3-fluoropyridin-2-yl)-3-hydroxy-N-methyl-2-(tritylamino)acrylamide